tert-butyl ((1s,3s)-3-((6-chloropyrazolo[1,5-a]pyrazin-4-yl)oxy)-3-methylcyclobutyl)(methyl)carbamate ClC=1N=C(C=2N(C1)N=CC2)OC2(CC(C2)N(C(OC(C)(C)C)=O)C)C